Cl.C(C1=CC=CC=C1)N(CCCC(=O)O)C1=C(C=CC(=C1)C(F)(F)F)C=O 4-(benzyl-(2-formyl-5-(trifluoromethyl)phenyl)amino)butanoic acid hydrochloride